dimethylimidazolium cobalt salt [Co+2].C[N+]1=C(NC=C1)C